CON(C(CCC(C)S(=O)(=O)C1=CC=C(C)C=C1)=O)C N-methoxy-N-methyl-4-(p-toluenesulfonyl)pentanamide